N1N=CC(=C1)C1=CNC2=C(C=CC=C12)NC(C(C1=CC=CC=C1)N1CCN(CC1)C)=O N-(3-(1H-pyrazol-4-yl)-1H-indol-7-yl)-2-(4-methylpiperazin-1-yl)-2-phenylacetamide